4-(3-(difluoromethoxy)-5-nitrobenzyl)morpholine FC(OC=1C=C(CN2CCOCC2)C=C(C1)[N+](=O)[O-])F